S1C=NC2=C1C=CC(=C2)NC2=CC=NC1=CC=C(C=C21)C2=C(C=C(C(=O)N1CCN(CC1)C(C)=O)C=C2)F 1-(4-(4-(4-(benzo[d]thiazol-5-ylamino)quinolin-6-yl)-3-fluorobenzoyl)piperazin-1-yl)ethan-1-one